2-(3-fluoropropyl)-8-methoxy-6-(4,4,5,5-tetramethyl-1,3,2-dioxaborolan-2-yl)-1,2,3,4-tetrahydroisoquinoline FCCCN1CC2=C(C=C(C=C2CC1)B1OC(C(O1)(C)C)(C)C)OC